tert-butyl N-(2-methoxyethyl)-N-[1-(methoxymethyl)-3-(methylamino)-3-oxopropyl]carbamate COCCN(C(OC(C)(C)C)=O)C(CC(=O)NC)COC